BrC1=CC=C(C=C1)C1(CC1)NC(C1=C(C=CC=C1)OC)=O N-[1-(4-bromophenyl)cyclopropyl]-2-methoxy-benzamide